BrC1=CC=C(C=C1)C=1C2=CC=C(N2)C(=C2C=CC(C(=C3C=CC(=C(C=4C=CC1N4)C4=CC=C(C=C4)Br)N3)C3=CC=C(C=C3)Br)=N2)C2=CC=C(C=C2)Br 5,10,15,20-tetra-(4-bromophenyl)porphyrin